CNC(C1=CC(=CC=C1)CN1C(C2=CN=C(C=C2C=C1)C1=C(NC=C1)C)=O)=O N-methyl-3-((6-(2-methyl-1H-pyrrol-3-yl)-1-oxo-2,7-naphthyridin-2(1H)-yl)methyl)benzamide